(5-chloro-2-(methoxycarbonyl)phenyl)boric acid ClC=1C=CC(=C(C1)OB(O)O)C(=O)OC